N[C@@H](CC(=O)OCC)C=1C=C(C(=CC1)C)C1=CC(=CC=C1)Cl ethyl (S)-3-amino-3-(3'-chloro-6-methylbiphenyl-3-yl)propanoate